N-{[(4R)-4-cyclopropyl-2,5-dioxoimidazolidin-4-yl]methyl}-3-[4-(trifluoromethyl)phenyl]pyridine C1(CC1)[C@@]1(NC(NC1=O)=O)CN1CC(=CC=C1)C1=CC=C(C=C1)C(F)(F)F